FC(S(=O)(=O)NC1=C(C=C(C=C1)C1=NNC(=C1C(=O)N)NC1=NOC(=C1)C1(CC1)C)O[C@@H](C)C1=CC=C(C=C1)F)F (S)-3-(4-((difluoromethyl)sulfonamido)-3-(1-(4-fluorophenyl)ethoxy)phenyl)-5-((5-(1-methylcyclopropyl)isoxazol-3-yl)amino)-1H-pyrazole-4-carboxamide